[C@H](C)(CC)OC1=CC=2N(C=C1C(=O)NC=1C(N(C=CC1)[C@H]1[C@H](C1)F)=O)C=C(N2)C21COC(C2)(C1)C 7-((S)-sec-butoxy)-N-(1-((1R,2S)-2-fluorocyclopropyl)-2-oxo-1,2-dihydropyridin-3-yl)-2-(1-methyl-2-oxabicyclo[2.1.1]hexan-4-yl)imidazo[1,2-a]pyridine-6-carboxamide